BrC1=CC=CC=2C=3N(C(=NC12)N[C@H]1C(NCCCC1)=O)N=C(N3)C=3C(=NN(C3)C)C (3R)-3-{[7-bromo-2-(1,3-dimethyl-1H-pyrazol-4-yl)[1,2,4]triazolo[1,5-c]quinazolin-5-yl]amino}azepan-2-one